N1C(=NC2=C1C=CC=C2)CCNCCC=2OC=C(N2)C(=O)NCC2=NC=CC=C2F 2-(2-{[2-(1H-1,3-Benzodiazol-2-yl)ethyl]amino}ethyl)-N-[(3-fluoropyridin-2-yl)methyl]-1,3-oxazole-4-carboxamide